N-(4-nitrobenzyl)-benzenesulfonamide [N+](=O)([O-])C1=CC=C(CNS(=O)(=O)C2=CC=CC=C2)C=C1